C(C=C)OC(CS(F)(F)(F)(F)F)(C)C1=CC=CC=C1 (2-(allyloxy)-2-phenylpropyl)pentafluoro-λ6-sulphane